5-bromo-6-chloro-1H-pyrrolo[2,3-b]pyridine-3-sulfonyl chloride BrC=1C=C2C(=NC1Cl)NC=C2S(=O)(=O)Cl